benzyl-toluene C(C1=CC=CC=C1)CC1=CC=CC=C1